1-(7-(5-amino-3-chloro-2-(trifluoromethyl)phenyl)-8-fluoro-2-(((2R,7aS)-2-fluorotetrahydro-1H-pyrrolizin-7a(5H)-yl)methoxy)pyrido[4,3-d]pyrimidin-4-yl)piperidine-4-carbonitrile NC=1C=C(C(=C(C1)C1=C(C=2N=C(N=C(C2C=N1)N1CCC(CC1)C#N)OC[C@]12CCCN2C[C@@H](C1)F)F)C(F)(F)F)Cl